imidazo[1,2-a]pyridine-2-carbohydrazide N=1C(=CN2C1C=CC=C2)C(=O)NN